diisopropyl sebacate (DIISOPROPYL SEBACATE) C(C)(C)C(C(=O)O)(CCCCCCCC(=O)O)C(C)C.C(CCCCCCCCC(=O)OC(C)C)(=O)OC(C)C